N1=CNC2=NC=CC(=C21)C=2C=NN(C2)C2=NC=CC(=C2)CC#N 2-(2-(4-(3H-imidazo[4,5-b]pyridin-7-yl)-1H-pyrazol-1-yl)pyridin-4-yl)acetonitrile